NC1C(C(CCCC1)NC(OC(C)(C)C)=O)O tert-butyl (3-amino-2-hydroxycycloheptyl)carbamate